C(C)(=O)C=1C=C(C=C2C(N(C(=NC12)N1CC2C(C2C1)(F)F)C)=O)C 8-acetyl-2-(6,6-difluoro-3-azabicyclo[3.1.0]hexan-3-yl)-3,6-dimethylquinazolin-4(3H)-one